C1N(CC12CCNCC2)C2=NC=NC=C2OC2=C(C(=O)N(C(C)C)CC)C=C(C=C2)F 2-((4-(2,7-diazaspiro[3.5]non-2-yl)pyrimidin-5-yl)oxy)-N-ethyl-5-fluoro-N-isopropylbenzamide